N1[C@@H](CCC1)COCC(=O)O (S)-2-(Pyrrolidin-2-ylmethoxy)acetic acid